(5-((6,7-dimethoxy-4-oxo-3,4-dihydro-phthalazin-1-yl)methyl)indolin-1-yl)sulfonyl-carbamic acid tert-butyl ester C(C)(C)(C)OC(NS(=O)(=O)N1CCC2=CC(=CC=C12)CC1=NNC(C2=CC(=C(C=C12)OC)OC)=O)=O